COC=1C=C(C=C[N+](=O)[O-])C=CC1OC 3,4-dimethoxy-beta-nitrostyrene